C(C1=CC=CC=C1)N(CC1=CC=CC=C1)CC1(COC1)O 3-[(dibenzylamino)methyl]oxetan-3-ol